COC(CC1CCNCC1)=O 4-Piperidineacetic acid methyl ester